4-(4-{[2,5-Bis(trifluoromethyl)phenyl]methoxy}-3-methoxyphenyl)-2H,4H,5H,6H,7H-pyrazolo[3,4-b]pyridin-6-one FC(C1=C(C=C(C=C1)C(F)(F)F)COC1=C(C=C(C=C1)C1C=2C(NC(C1)=O)=NNC2)OC)(F)F